methyl 1-tetrahydropyran-2-yl-indazole-3-carboxylate O1C(CCCC1)N1N=C(C2=CC=CC=C12)C(=O)OC